COC1=CC=C(CN2CCN(CCC2=O)C(=O)OC(C)(C)C)C=C1 tert-Butyl 4-(4-methoxybenzyl)-5-oxo-1,4-diazepane-1-carboxylate